1,2-bis[2-(4-aminophenoxy)ethoxy]hexane NC1=CC=C(OCCOCC(CCCC)OCCOC2=CC=C(C=C2)N)C=C1